NC1=CC=C(C(=O)NC)C=C1 4-amino-N-methylbenzamide